(E)-N,N-dimethyl-2-(1-methyl-5-nitro-1H-imidazol-2-yl)ethen-1-amine CN(\C=C\C=1N(C(=CN1)[N+](=O)[O-])C)C